FC=1C=C(C=CC1OC)C=1N=C2N(C(C1)=O)C=C(C=C2)C2CCNCC2 2-(3-Fluoro-4-methoxyphenyl)-7-(piperidin-4-yl)-4H-pyrido[1,2-a]pyrimidin-4-one